OCCC(CN)(S(=O)(=O)O)CCO bis-(2-hydroxyethyl)-2-aminoethansulfonic acid